ClC=1C=C(NC2(CCC3([C@@H]([C@@H](C4=CC=CC=C34)C)C)CC2)C(=O)O)C=CC1 |o1:9,10| (1r,2'R*,3'S*,4r)-4-(3-chloroanilino)-2',3'-dimethyl-2',3'-dihydrospiro[cyclohexane-1,1'-indene]-4-carboxylic acid